CN(C(=O)N1CCC(CC1)C)C N,N,4-trimethylpiperidine-1-carboxamide